methyl-L-norleucine HCl salt Cl.CN[C@@H](CCCC)C(=O)O